C(=O)(C(=C)C)C(CC(F)(F)F)(C(=O)O)CC methacryl-ethyl-trifluoropropyl-carboxylic acid